5-((2,4-dimethylbenzyl)amino)isothiazole-4-carboxylic acid methyl ester COC(=O)C=1C=NSC1NCC1=C(C=C(C=C1)C)C